C[C@H]1CCC(N(C1)C(C(=O)OC)=O)C=1C=C2CC3(C(NC2=CC1)=O)CC3 methyl 2-((5S)-5-methyl-2-(2'-oxo-1',4'-dihydro-2'H-spiro[cyclopropane-1,3'-quinolin]-6'-yl)piperidin-1-yl)-2-oxoacetate